tert-butyl (4-(2-fluoro-3-(hydroxymethyl)-4-methoxyphenethyl)phenyl)carbamate FC1=C(CCC2=CC=C(C=C2)NC(OC(C)(C)C)=O)C=CC(=C1CO)OC